Androstendion C[C@@]12C(C=C[C@H]1[C@@H]1CCC3CC(CC[C@]3(C)[C@H]1CC2)=O)=O